2-trifluoromethyl-7-methyl-[1,2,4]triazolo[1,5-a]pyridin-6-amine FC(C1=NN2C(C=C(C(=C2)N)C)=N1)(F)F